FC(C1=CC=C(C=N1)C1CC2(CN(C2)C(=O)N2CC3(C2)CC(C3)OC=3C=NC(=CC3)C(F)(F)F)C1)(F)F [6-[6-(trifluoromethyl)-3-pyridyl]-2-azaspiro[3.3]heptan-2-yl]-[6-[[6-(trifluoromethyl)-3-pyridyl]oxy]-2-azaspiro[3.3]heptan-2-yl]methanone